ClC1=C(C(N(C2=NC(=C(C=C12)Cl)Cl)C=1C(=NC=CC1C)C(C)C)=O)C#N 4,7-dichloro-6-chloro-1-(2-isopropyl-4-methylpyridin-3-yl)-2-oxo-1,2-dihydro-1,8-naphthyridine-3-carbonitrile